2,3-dimethyl-3-(4-(trifluoromethyl)phenyl)cyclopentane-1-one CC1C(CCC1(C1=CC=C(C=C1)C(F)(F)F)C)=O